Cl.C12CNCC(CC1)C2N(C=2SC=1N=C(N=CC1N2)C=2C=C(C=1N(C2)C=C(N1)C)C#N)C 6-{2-[(8-anti)-3-Azabicyclo[3.2.1]oct-8-yl(methyl)amino][1,3]thiazolo[5,4-d]pyrimidin-5-yl}-2-methylimidazo[1,2-a]pyridin-8-carbonitril-Hydrochlorid